9-phenyl-10-(dimethylboryl)anthracene C1(=CC=CC=C1)C=1C2=CC=CC=C2C(=C2C=CC=CC12)B(C)C